1,4,5,7-tetrahydro-6H-pyrazolo[3,4-c]pyridine-6-carboxylic acid tert-butyl ester C(C)(C)(C)OC(=O)N1CC2=C(CC1)C=NN2